FC=1C=C(C=C(C1)F)[C@H]1N(OCC1)C(=O)[C@@H]1CC[C@H](CC1)CN1C=NC2=C1C=C(C(=C2)C(=O)N)F trans-1-((4-((S)-3-(3,5-difluorophenyl)isoxazolidine-2-carbonyl)cyclohexyl)methyl)-6-fluoro-1H-benzo[d]imidazole-5-carboxamide